O1COC2=C1C=CC(=C2)C[C@H]2O[C@H]([C@H]1[C@@]2(OC(O1)(C)C)C)N1C=CC2=C1N=CN=C2N 7-((3aR,4R,6R,6aR)-6-(benzo[d][1,3]dioxol-5-ylmethyl)-2,2,6a-trimethyltetrahydrofuro[3,4-d][1,3]dioxol-4-yl)-7H-pyrrolo[2,3-d]pyrimidin-4-amine